trans-butenal C(\C=C\C)=O